[Si](C)(C)(C(C)(C)C)OC1CC(N(C1)C(=O)[O-])C#C 4-((tert-butyldimethylsilyl)oxy)-2-ethynylpyrrolidine-1-carboxylate